3-benzamido-2-fluorobenzoic acid methyl ester COC(C1=C(C(=CC=C1)NC(C1=CC=CC=C1)=O)F)=O